(S)-N-(1-(4-(benzylsulfanyl)phenylamino)-1-oxo-3-(pyridin-3-yl)propan-2-yl)-4-fluoro-N-methylbenzamide C(C1=CC=CC=C1)SC1=CC=C(C=C1)NC([C@H](CC=1C=NC=CC1)N(C(C1=CC=C(C=C1)F)=O)C)=O